3-dodecyl-1-vinylimidazole C(CCCCCCCCCCC)N1CN(C=C1)C=C